imidazo[1,2-a]pyrido[4,3-e]pyrimidin-5-amine C1=NC=CC=2C(=NC=3N(C21)C=CN3)N